3-hydroxy-3-(6-((tert-butyldimethylsilyloxy)methyl)pyridin-2-yl)azetidine-1-carboxylic acid OC1(CN(C1)C(=O)O)C1=NC(=CC=C1)CO[Si](C)(C)C(C)(C)C